4-bromo-2-fluoro-6-[(E)-2-(4,4,5,5-tetramethyl-1,3,2-dioxaborolan-2-yl)prop-1-enyl]phenol BrC1=CC(=C(C(=C1)\C=C(\C)/B1OC(C(O1)(C)C)(C)C)O)F